4-pentylmethylpiperidine C(CCCC)C1CCN(CC1)C